O=C1NC(CCC1C1NC(C2=CC=C(C=C12)C#N)=O)=O (2,6-dioxopiperidin-3-yl)-1-oxo-3H-isoindole-5-carbonitrile